C(C1=CC=CC=C1)(C1=CC=CC=C1)=NC1=NC=CC(=C1OC)CC=1C(=C(C=NC1)NC1=C(C=C(C=C1)Cl)F)C 5-[[2-(benzhydrylideneamino)-3-methoxy-4-pyridinyl]methyl]-N-(4-chloro-2-fluoro-phenyl)-4-methyl-pyridin-3-amine